ClC=1C=C(C=C(C1)NS(=O)(=O)C(F)F)NC(=O)C1=CN(C(=C1)C)C1=NC=C(C=C1)N1CCOCC1 N-(3-chloro-5-((difluoromethyl)sulfonamido)phenyl)-5-methyl-1-(5-morpholinopyridin-2-yl)-1H-pyrrole-3-carboxamide